C(OC1=C(C=C(C=C1)[N+](=O)[O-])[C@@H]1CN(C(C1)=O)C(C)C)([O-])=O [(3R)-1-isopropyl-5-oxo-pyrrolidin-3-yl](4-nitrophenyl) carbonate